FC(C(=O)O)(F)F.C(C)(C)(C)C1=CC2=C([C@]3(OCC2)C[C@@H](N(CC3)CC=3C=NN(C3)C)C)S1 (2s,4r)-2'-(tert-butyl)-2-methyl-1-((1-methyl-1H-pyrazol-4-yl)methyl)-4',5'-dihydrospiro[piperidine-4,7'-thieno[2,3-C]pyran] (trifluoroacetate)